4-(4-chloro-2-fluoro-phenyl)-2-[(2R,4S)-2-(1-cyclopropylpyrazol-4-yl)tetrahydropyran-4-yl]-6,7-dimethyl-pteridine ClC1=CC(=C(C=C1)C1=NC(=NC2=NC(=C(N=C12)C)C)[C@@H]1C[C@@H](OCC1)C=1C=NN(C1)C1CC1)F